ethyl 7-(hydroxymethyl)-1-methyl-8-oxo-5,6,7,8-tetrahydroindolizine-2-carboxylate OCC1CCN2C=C(C(=C2C1=O)C)C(=O)OCC